C(#N)C1=CC(=C(COC2=CC=CC(=N2)C2=C(C=C(CC3=NC4=C(N3CCOC)C=C(C=C4)C(=O)OC)C=C2)[N+](=O)[O-])C=C1)F Methyl 2-(4-(6-((4-cyano-2-fluorobenzyl)oxy)pyridin-2-yl)-3-nitrobenzyl)-1-(2-methoxyethyl)-1H-benzo[d]imidazole-6-carboxylate